N-α-linolenoyl-proline tert-butyl-(1R,5S,6s)-6-(piperazin-1-ylmethyl)-3-azabicyclo[3.1.0]hexane-3-carboxylate C(C)(C)(C)[C@@]12CN(C[C@H]2[C@@H]1CN1CCNCC1)C(=O)O.C(CCCCCCC\C=C/C\C=C/C\C=C/CC)(=O)N1[C@@H](CCC1)C(=O)O